CN(CCC(=O)Cl)C 3-(dimethylamino)propanoyl chloride